diethyl-ammonium bisphosphonate P([O-])([O-])=O.P([O-])([O-])=O.C(C)[NH2+]CC.C(C)[NH2+]CC.C(C)[NH2+]CC.C(C)[NH2+]CC